2,4-bis(methylthio)pyrimidin CSC1=NC=CC(=N1)SC